NC1=NC=2C=C(C(=CC2C2=C1C=NN2C)C(=O)N([C@H]2CCC1=NC(=CC=C12)C(F)(F)F)C)Cl 4-amino-7-chloro-N,1-dimethyl-N-((5S)-2-(trifluoromethyl)-6,7-dihydro-5H-cyclopenta[b]-pyridin-5-yl)-1H-pyrazolo[4,3-c]quinoline-8-carboxamide